CN(CCCCC(=O)O)C 5-(dimethylamino)valeric acid